C(C)(C)(C)OC(=O)N1CCC(CC1)CC1=CC(=C2C(=N1)C(=CS2)C(NC)=O)C(F)(F)F 4-((3-(methylcarbamoyl)-7-(trifluoromethyl)thieno[3,2-b]pyridin-5-yl)methyl)piperidine-1-carboxylic acid tert-butyl ester